COCCN1C(=NC=2C1=NC(=CC2)C=2C=CN1N=C(N=CC12)NC1COC1)C 5-(3-(2-methoxyethyl)-2-methyl-3H-imidazo[4,5-b]pyridin-5-yl)-N-(oxetan-3-yl)pyrrolo[2,1-f][1,2,4]triazin-2-amine